COC1=C(C=C(C=C1)C)C1=CC=NC(=C1)C 4-(2-methoxy-5-methylphenyl)-6-methylpyridine